phenyl-(2-methyl-5-t-butyl-p-quaterphenyl) C1(=CC=CC=C1)C=1C(=C(C=C(C1)C(C)(C)C)C1=CC=C(C=C1)C1=CC=C(C=C1)C1=CC=CC=C1)C